11,12-dihydroindolo[3,2-a]carbazole-1,2,3,4,5,6,7,8,9,10-d10 C1(=C2C(=C(C(=C1[2H])[2H])[2H])N(C1=C2C=2NC=3CC(C(=C(C3C2C(=C1[2H])[2H])[2H])[2H])[2H])[2H])[2H]